[SiH3]OOC(C)C(OCC)(OCC)OCC tri(ethoxy)-2-propoxy silyl ether